methyl-N-((R)-tetrahydrofuran-3-yl)piperidin-4-amine CN1CCC(CC1)N[C@H]1COCC1